C1(=CCCCCCC1)C=C cyclooctenyl-ethylene